C1(=CC=CC=C1)C1COC2=C1C=CC(=C2)NC(=O)NCC2=CC=NC=C2 N-(3-phenyl-2,3-dihydro-1-benzofuran-6-yl)-N'-[(pyridin-4-yl)methyl]urea